3-(5-(4-chlorophenyl)-4-methyloxazol-2-yl)bicyclo[1.1.1]pentan-1-amine ClC1=CC=C(C=C1)C1=C(N=C(O1)C12CC(C1)(C2)N)C